Br.Br.OCCNCCCN N-(2-hydroxyethyl)-1,3-propanediamine dihydrobromide salt